FC1=C(N)C=CC(=C1)N1C[C@H](CC1)OC (S)-2-fluoro-4-(3-methoxypyrrolidin-1-yl)aniline